1-(cyclohex-2-en-1-yl)-5-(2,4-difluorophenoxy)-1H-indazole-6-carboxylic acid C1(C=CCCC1)N1N=CC2=CC(=C(C=C12)C(=O)O)OC1=C(C=C(C=C1)F)F